The molecule is an organic heterotricyclic compound that is 1,2,3,5-tetrahydrocyclopenta[c]isochromene substituted by hydroxy groups at positions 7, 8 and 9, oxo groups at positions 3 and 5 and a methoxycarbonyl group at position 1. Isolated from Phyllanthus urinaria and Phyllanthus niruri, it exhibits vasorelaxant activity. It has a role as a metabolite, a vasodilator agent, an EC 5.99.1.2 (DNA topoisomerase) inhibitor, an EC 5.99.1.3 [DNA topoisomerase (ATP-hydrolysing)] inhibitor, a radical scavenger and a platelet aggregation inhibitor. It is an organic heterotricyclic compound, a delta-lactone, a member of phenols and a cyclic ketone. COC(=O)C1CC(=O)C2=C1C3=C(C(=C(C=C3C(=O)O2)O)O)O